1-methyl-5-phenyl-1H-1,2,4-triazol CN1N=CN=C1C1=CC=CC=C1